azetidin-3-ylmethyl 2-[6-[5-(6-methyl-2-pyridyl)-1H-imidazol-4-yl]-3-quinolyl]pyrimidine-5-carboxylate CC1=CC=CC(=N1)C1=C(N=CN1)C=1C=C2C=C(C=NC2=CC1)C1=NC=C(C=N1)C(=O)OCC1CNC1